[N+](=O)([O-])C1=C(COC(=O)C=2C=C(C(O)=CC2)O)C=CC=C1 4-(2-nitrobenzyloxycarbonyl)catechol